3,6,8,10-tetrahydro-2H-1,7-methanopyrido[1,2-b][1,2,5]triazecine-11-carboxamide N12N3C(CN(CC=CCC1)C2)=CCC(=C3)C(=O)N